C[Si](CCOC(=O)ON1C(CCC1=O)=O)(C)C 1-[2-(trimethylsilyl)ethoxycarbonyloxy]pyrrolidin-2,5-dione